(R)-(-)-1-phenyl-2,2,2-trifluoroethanol C1=CC=C(C=C1)[C@H](C(F)(F)F)O